OC1=CC=C(CSC2N=CN(CN2SCC2=CC=C(C=C2)O)SCC2=CC=C(C=C2)O)C=C1 2,3,5-tris(4-hydroxybenzylthio)-1,3,5-triazine